C(#N)C=1C=C(C=CC1)C=1C=C2C=CC(=C(C2=CC1)C1=C(C=CC2=CC(=CC=C12)C1=CC(=CC=C1)C#N)OCCO)OCCO 6,6'-bis(3-cyanophenyl)-2,2'-bis(2-hydroxyethoxy)-1,1'-binaphthyl